C12CN(CC(CC1)N2)C2=C1N=C(N(C1=NC(=N2)OCC21CCCN1CCC2)C)OC2=CC(=CC1=CC=CC(=C21)F)O 4-({6-(3,8-diazabicyclo[3.2.1]octan-3-yl)-9-methyl-2-[(tetrahydro-1H-pyrrolizin-7a(5H)-yl)methoxy]-9H-purin-8-yl}oxy)-5-fluoronaphthalen-2-ol